FC1=C2C(NC(=NC2=CC(=C1)OCC1CCN(CC1)C1CCN(CC1)C1=CC=C(C=C1)NC1C(NC(CC1)=O)=O)CCC1CCOCC1)=O 3-((4-(4-(((5-fluoro-4-oxo-2-(2-(tetrahydro-2H-pyran-4-yl)ethyl)-3,4-dihydroquinazolin-7-yl)oxy)methyl)-[1,4'-bipiperidin]-1'-yl)phenyl)amino)piperidine-2,6-dione